1-(cyclopropylmethyl)-N-[3-[3-methyl-1-(4-methyl-1,2,4-triazol-3-yl)cyclobutyl]phenyl]-5-[[(3S)-3-methylpiperidin-1-yl]methyl]-2-oxopyridine-3-carboxamide C1(CC1)CN1C(C(=CC(=C1)CN1C[C@H](CCC1)C)C(=O)NC1=CC(=CC=C1)C1(CC(C1)C)C1=NN=CN1C)=O